OC1=CC=C(C=C1)C(C=CC=1C=C(C=CC1)C)=O 1-(4-hydroxyphenyl)-3-m-tolyl-2-propen-1-one